CC1=C(C#N)C=CC=C1C(C)NC1=NC=2N(C3=CC=C(C=C13)N1CC(N(CC1)CC(F)(F)F)=O)C=CN2 2-methyl-3-(1-{7-[3-oxo-4-(2,2,2-trifluoro-ethyl)-piperazin-1-yl]-imidazo[1,2-a]quinazolin-5-ylamino}-ethyl)-benzonitrile